2-{3-[(tert-butyldiphenylsilyl)oxy]propyl}-4-(4-fluorophenyl)-5-(tributylstannyl)-1,3-thiazole [Si](C1=CC=CC=C1)(C1=CC=CC=C1)(C(C)(C)C)OCCCC=1SC(=C(N1)C1=CC=C(C=C1)F)[Sn](CCCC)(CCCC)CCCC